C(C1=CC=CC=C1)OC1=C(C(=O)N2CC3=C(C=CC=C3CC2)N[C@H]2CN(CC2)C(C)=O)C(=CC(=C1)O)O (R)-1-(3-((2-(2-(benzyloxy)-4,6-dihydroxybenzoyl)-1,2,3,4-tetrahydroisoquinolin-8-yl)amino)pyrrolidin-1-yl)ethan-1-one